4-(1-(4-cyano-2-fluorobenzyl)-1H-pyrazolo[3,4-b]pyridin-6-yl)piperazine-1-carboxylic acid tert-butyl ester C(C)(C)(C)OC(=O)N1CCN(CC1)C1=CC=C2C(=N1)N(N=C2)CC2=C(C=C(C=C2)C#N)F